6-bromo-N-(3-chlorobenzyl)quinolin-4-amine BrC=1C=C2C(=CC=NC2=CC1)NCC1=CC(=CC=C1)Cl